3-(2-(methylsulfinylmethyl)-4-nitrophenyl)-2,5-dihydro-1H-pyrrole-1-carboxylic acid tert-butyl ester C(C)(C)(C)OC(=O)N1CC(=CC1)C1=C(C=C(C=C1)[N+](=O)[O-])CS(=O)C